C(C1=CC=CC=C1)OC1=CC=C(C=C1)C(=O)C1=C(N(C2=NC=CN=C21)C)CC (4-(benzyloxy)phenyl)(6-ethyl-5-methyl-5H-pyrrolo[2,3-b]pyrazin-7-yl)methanone